COC1=C(C=C(C(=C1)N1CCC(CC1)N1CCN(CC1)C)C)NC=1N=C(C2=C(N1)NC=C2)NC2=C(C=1N(C=C2)C=CN1)P(C)(C)=O (7-((2-((2-methoxy-5-methyl-4-(4-(4-methylpiperazin-1-yl)piperidin-1-yl)phenyl)amino)-7H-pyrrolo[2,3-d]pyrimidin-4-yl)amino)imidazo[1,2-a]pyridin-8-yl)dimethyl-phosphine oxide